C[Si]1(N(CCCN1[Si](C)(C)C)[Si](C)(C)C)C 2,2-dimethyl-1,3-bis(trimethylsilyl)-1,3-diaza-2-silacyclohexane